(2r,4s)-2-(4-(4-cyclopropylphenyl)piperidine-1-carbonyl)-5-azaspiro[3.4]octan-6-one C1(CC1)C1=CC=C(C=C1)C1CCN(CC1)C(=O)C1CC2(C1)NC(CC2)=O